COC(C(=O)C1=CC=CC=C1)C1=CC=CC=C1 2-methoxy-1,2-diphenylethanone